FC(C(=O)NC1=CC=C(C=C1)N1CCN(CC1)CC1(CCNCC1)O)(F)F 2,2,2-trifluoro-N-[4-[4-[(4-hydroxy-4-piperidyl)methyl]piperazin-1-yl]phenyl]acetamide